3-Chloro-4-((3,5-difluoropyridin-2-yl)methoxy-d2)-2'-(3-(3-hydroxypentan-3-yl)-1H-pyrazole-1-yl)-5',6-dimethyl-2H-[1,4'-bipyridyl]-2-one ClC=1C(N(C(=CC1OC([2H])([2H])C1=NC=C(C=C1F)F)C)C1=CC(=NC=C1C)N1N=C(C=C1)C(CC)(CC)O)=O